NC\C=C(\CN1N=NC2=C1C=C(C=C2C2=CC(=CC=C2)P(=O)(OCC)OCC)C(=O)OC)/F Methyl (Z)-1-(4-amino-2-fluorobut-2-en-1-yl)-4-(3-(diethoxyphosphoryl)phenyl)-1H-benzo[d][1,2,3]triazole-6-carboxylate